(2S)-2-amino-3-(2-oxopyrrolidin-3-yl)propanamide hydrochloride Cl.N[C@H](C(=O)N)CC1C(NCC1)=O